ClC1=CC=C(C=C1)C1CC(=NN1C1=C(C=C(C=C1)Cl)Cl)C(=O)NN1CCCCC1 (+)-5-(4-chlorophenyl)-1-(2,4-dichlorophenyl)-N-(1-piperidinyl)-4,5-dihydro-1H-pyrazole-3-carboxamide